OC1=C(C=C(C(=O)O)C=C1[N+](=O)[O-])[N+](=O)[O-] 4-hydroxy-3,5-dinitrobenzoic acid